N1C=C(C2=CC=CC=C12)I Indol-3-yl iodide